C(C)(=O)C1=C2C=CC=NC2=C(C(=C1)C(C=1C=NC=CC1)C(C(=O)N)CC)O ((5-acetyl-8-hydroxyquinolin-7-yl)(pyridin-3-yl)methyl)butyramide